4-Bromo-5-(3-((tert-butyldimethylsilyl)oxy)propyl)-6-fluoro-1-(tetrahydro-2H-pyran-2-yl)-1H-indazole BrC1=C2C=NN(C2=CC(=C1CCCO[Si](C)(C)C(C)(C)C)F)C1OCCCC1